methyl (S)-3-(8-(2,6-dichloro-4-fluorophenyl)-2H-chromen-5-yl)-2-(2,6-dichlorobenzamido)propanoate ClC1=C(C(=CC(=C1)F)Cl)C=1C=CC(=C2C=CCOC12)C[C@@H](C(=O)OC)NC(C1=C(C=CC=C1Cl)Cl)=O